chloro-4-(4-morpholinyl)thieno[3,2-d]pyrimidine ClC=1N=C(C2=C(N1)C=CS2)N2CCOCC2